di(p-tert-butylphenyl)amine C(C)(C)(C)C1=CC=C(C=C1)NC1=CC=C(C=C1)C(C)(C)C